4-((3-(1-benzyl-1H-benzo[d]imidazol-6-yl)-1H-pyrazol-5-yl)amino)-N-(1-methylpiperidin-4-yl)benzenesulfonamide C(C1=CC=CC=C1)N1C=NC2=C1C=C(C=C2)C2=NNC(=C2)NC2=CC=C(C=C2)S(=O)(=O)NC2CCN(CC2)C